C(C)(=O)NCC1CN(C1)CC=1C=CC(=NC1OC)C=1C(=C(C=CC1)C1=C(C(=CC=C1)NC(=O)C=1N(C2=C(CN(CC2)C)N1)C)Cl)Cl N-(3'-(5-((3-(acetamidomethyl)azetidin-1-yl)methyl)-6-methoxypyridin-2-yl)-2,2'-dichloro-[1,1'-biphenyl]-3-yl)-1,5-dimethyl-4,5,6,7-tetrahydro-1H-imidazo[4,5-c]pyridine-2-carboxamide